1-(3-ethenylphenyl)ethan-1,2-dione C(=C)C=1C=C(C=CC1)C(C=O)=O